C(=O)(OCCOCC)OOC(=O)OCCOCC di-(2-ethoxyethyl) peroxydicarbonate